OC(CN(CCCC(=O)OCCN1CCN(CC1)CCSSCCCN(CC(CCCCCC\C=C/C\C=C/CCCCC)O)CC(CCCCCC\C=C/C\C=C/CCCCC)O)CC(CCCCCC\C=C/C\C=C/CCCCC)O)CCCCCC\C=C/C\C=C/CCCCC 2-(4-(2-((3-(Bis((9Z,12Z)-2-hydroxyoctadeca-9,12-dien-1-yl)amino)propyl)disulfaneyl)ethyl)piperazin-1-yl)ethyl 4-(bis((9Z,12Z)-2-hydroxyoctadeca-9,12-dien-1-yl)amino)butanoate